6-(4-isopropyl-4H-1,2,4-triazol-3-yl)picolinic acid C(C)(C)N1C(=NN=C1)C1=CC=CC(=N1)C(=O)O